N-(1-(2-aminothiazolo[4,5-c]pyridin-6-yl)piperidin-4-yl)methanesulfonamide NC=1SC2=C(C=NC(=C2)N2CCC(CC2)NS(=O)(=O)C)N1